Dioctadecylammonium Bromide [Br-].C(CCCCCCCCCCCCCCCCC)[NH2+]CCCCCCCCCCCCCCCCCC